4,4,5,5-tetramethyl-2-(2,4,6-trifluorophenyl)-1,3,2-dioxaborolane CC1(OB(OC1(C)C)C1=C(C=C(C=C1F)F)F)C